CN1C(=[N+](C=C1)CCO)CCO 1-methyl-2,3-bis(2-hydroxyethyl)imidazolium